N-(2-((5-chloro-2-((2-methoxy-5-methyl-4-(4-(4-(piperidin-4-ylmethyl)piperazin-1-yl)piperidin-1-yl)phenyl)amino)pyrimidin-4-yl)amino)phenyl)-N-methylmethanesulfonamide ClC=1C(=NC(=NC1)NC1=C(C=C(C(=C1)C)N1CCC(CC1)N1CCN(CC1)CC1CCNCC1)OC)NC1=C(C=CC=C1)N(S(=O)(=O)C)C